5-((3,4-dimethylbenzyl)amino)-[1,2,4]triazolo[4,3-c]quinazolin-9-carboxylic acid CC=1C=C(CNC2=NC=3C=CC(=CC3C=3N2C=NN3)C(=O)O)C=CC1C